N-(2,6-dichloro-4-fluorophenyl)-4-methoxy-2-((3-methyl-4-(1-methylpiperidin-4-yl)phenyl)amino)pyrimidine-5-carboxamide ClC1=C(C(=CC(=C1)F)Cl)NC(=O)C=1C(=NC(=NC1)NC1=CC(=C(C=C1)C1CCN(CC1)C)C)OC